NCC(C[Si](OC)(OC)OC)C 3-Amino-2-methylpropyltrimethoxysilan